3-(5-(difluoromethyl)-1,3,4-thiadiazol-2-yl)-N-(1,2-dimethylcyclopropyl)-8-((3S,5S)-3,5-dimethylpiperazin-1-yl)-1-fluoroimidazo[1,5-a]pyridine-6-sulfonamide FC(C1=NN=C(S1)C1=NC(=C2N1C=C(C=C2N2C[C@@H](N[C@H](C2)C)C)S(=O)(=O)NC2(C(C2)C)C)F)F